(Z)-N-(3-chloro-4-(4-chlorophenoxy)phenyl)-2-cyano-3-hydroxy-3-(5-methylisoxazol-4-yl)acrylamide ClC=1C=C(C=CC1OC1=CC=C(C=C1)Cl)NC(\C(=C(\C=1C=NOC1C)/O)\C#N)=O